nitro-dihydro-imidazooxazole C1=NC2=C(N1)NC(O2)[N+](=O)[O-]